[2,4,6-trifluoromethylphenyl]iodonium FCC1=C(C(=CC(=C1)CF)CF)[IH+]